C(C)(C)(C)OC(C(C)(C)N1C(N(C2=C(C1=O)C(=CS2)C)CC(OC2CN(C2)C(=O)OC(C)(C)C)C2=C(C=CC=C2)OC)=O)=O Tert-butyl 3-(2-(3-(1-(tert-butoxy)-2-methyl-1-oxopropan-2-yl)-5-methyl-2,4-dioxo-3,4-dihydrothieno[2,3-d]pyrimidin-1(2H)-yl)-1-(2-methoxyphenyl)ethoxy)azetidin-1-carboxylate